2-(6-(((1R,3s,5S)-1,5-dimethyl-8-azabicyclo[3.2.1]octan-3-yl)(methyl)amino)pyridazin-3-yl)-4-fluoro-5-(6-(methoxy-d3)pyridazin-4-yl)phenol C[C@]12CC(C[C@](CC1)(N2)C)N(C2=CC=C(N=N2)C2=C(C=C(C(=C2)F)C2=CN=NC(=C2)OC([2H])([2H])[2H])O)C